m-trifluoromethylbenzenepropionic acid FC(C=1C=C(C=CC1)CCC(=O)O)(F)F